C(C)(C)(C)OC(=O)N1CC2=CC=C(C=C2CC1)C1=NNC(C2=CC=CC=C12)=O 6-(4-oxo-3,4-dihydro-phthalazin-1-yl)-3,4-dihydro-isoquinoline-2(1H)-carboxylic acid tert-butyl ester